FC1=C(C(=CC(=C1)NCC1=C(C(=CC=C1F)OC)CN(C)C(C)C)F)S(=O)(=O)N(C(OC(C)(C)C)=O)C=1N=CSC1 tert-butyl ((2,6-difluoro-4-((6-fluoro-2-((isopropyl(methyl)amino)-methyl)-3-methoxybenzyl)amino)phenyl)sulfonyl)(thiazol-4-yl)carbamate